1-(4-(2,3-Dimethylphenyl)piperazin-1-yl)-2-(5-fluoro-3-((3S,4R)-3-fluoro-4-hydroxypiperidin-1-carbonyl)-5,6-dihydrocyclopenta[c]pyrazol-1(4H)-yl)ethan-1-on CC1=C(C=CC=C1C)N1CCN(CC1)C(CN1N=C(C2=C1CC(C2)F)C(=O)N2C[C@@H]([C@@H](CC2)O)F)=O